O=C1NC(CCC1N1C(C2=CC=C(C=C2C1=O)N1CCN(CC1)CC1CCN(CC1)C(=O)OC(C)(C)C)=O)=O tert-butyl 4-[[4-[2-(2,6-dioxo-3-piperidyl)-1,3-dioxo-isoindolin-5-yl]piperazin-1-yl]methyl]piperidine-1-carboxylate